C1(CCC1)SCSC1=C(C#N)C(=CC(=N1)C1=CC=C(C=C1)OCCO)C=1C=NN(C1)C 2-(((cyclobutylthio)methyl)thio)-6-(4-(2-hydroxyethoxy)phenyl)-4-(1-methyl-1H-pyrazol-4-yl)nicotinonitrile